N-(1-isopropyl-3-(4-(trifluoromethyl)phenyl)-1H-pyrrolo[2,3-b]pyridin-5-yl)acrylamide C(C)(C)N1C=C(C=2C1=NC=C(C2)NC(C=C)=O)C2=CC=C(C=C2)C(F)(F)F